6-((5-((2-Hexyldecanoyl)oxy)pentyl)(4-hydroxybutyl)amino)hexyl (2-hexyldecanoyl)-prolinate C(CCCCC)C(C(=O)N1[C@@H](CCC1)C(=O)OCCCCCCN(CCCCO)CCCCCOC(C(CCCCCCCC)CCCCCC)=O)CCCCCCCC